CC1=C(C(C2=CC=CC=C2C1=O)=O)CC=1C=NC(=NC1)C#N 5-((3-methyl-1,4-dioxo-1,4-dihydronaphthalen-2-yl)methyl)pyrimidine-2-carbonitrile